1-Methyl-5-oxopyrrolidin-3-yl(8-amino-7-fluoro-6-(8-methyl-2,3-dihydro-1H-pyrido[2,3-b][1,4]oxazin-7-yl)isoquinolin-3-yl)carbamate CN1CC(CC1=O)N(C([O-])=O)C=1N=CC2=C(C(=C(C=C2C1)C1=C(C2=C(OCCN2)N=C1)C)F)N